C(C)(C)OC1=C(C(=CC=C1)OC(C)C)C1=CC=CC=C1 2',6'-diisopropyloxybiphenyl